(R)-1-chloro-3-(2,6-dichloro-4-(2-(4-((S)-3-(ethylsulfonyl)-2-hydroxypropoxy)phenyl)propan-2-yl)phenoxy)propan-2-yl acetate C(C)(=O)O[C@@H](CCl)COC1=C(C=C(C=C1Cl)C(C)(C)C1=CC=C(C=C1)OC[C@@H](CS(=O)(=O)CC)O)Cl